9-(9H-carbazol-3-yl)acridine C1=CC(=CC=2C3=CC=CC=C3NC12)C=1C2=CC=CC=C2N=C2C=CC=CC12